tertiary butylaminotetramethyl-cyclopentadienyl-titanium dichloride [Cl-].[Cl-].C(C)(C)(C)N[Ti+2]C1C(=C(C(=C1C)C)C)C